C(C(C)C)(=O)OCN1C(N(N=C(C1=O)C#N)C1=CC(=C(C(=C1)Cl)OC1=NN(C(C(=C1)C(C)C)=O)COC(C(C)C)=O)Cl)=O (6-cyano-2-(3,5-dichloro-4-((1-((isobutyryloxy)methyl)-5-isopropyl-6-oxo-1,6-dihydropyridazin-3-yl)oxy)phenyl)-3,5-dioxo-2,5-dihydro-1,2,4-triazin-4(3H)-yl)methyl isobutyrate